C1(=CC=CC=C1)CC(C#C[Si](C(C)C)(C(C)C)C(C)C)O 1-phenyl-4-(triisopropylsilyl)but-3-yn-2-ol